methyl 4-amino-3-(((1-(2,2,2-trifluoroethyl)-1H-imidazol-5-yl)methyl)amino)benzoate NC1=C(C=C(C(=O)OC)C=C1)NCC1=CN=CN1CC(F)(F)F